FC(C1=CC=C(C(=C1)N)N)(F)F 5-(trifluoromethyl)benzene-1,2-diamine